FC=1C=C(OC2=CC=C(C=C2)N2N=C3C(NCCC3C3CCNCC3)=C2C(=O)N)C=CC1 2-[4-(3-fluorophenoxy)phenyl]-7-(piperidin-4-yl)-4,5,6,7-tetrahydro-2H-pyrazolo[4,3-b]pyridine-3-carboxamide